6-bromo-2-methyl-3,4-dihydroisoquinolin-1(2H)-one BrC=1C=C2CCN(C(C2=CC1)=O)C